2-ethyl 8-(2-methoxyethyl) (1s,2s,5r)-3-((3-fluoro-4-((1-methyl-1H-pyrazol-4-yl) oxy) phenyl) sulfonyl)-3,8-diazabicyclo[3.2.1]octane-2,8-dicarboxylate FC=1C=C(C=CC1OC=1C=NN(C1)C)S(=O)(=O)N1[C@@H]([C@@H]2CC[C@H](C1)N2C(=O)OCCOC)C(=O)OCC